C1(CCCC1)C1=CC=CC2=NC=C3C=CC=CC3=C12 cyclopentyl-phenanthridine